5-((1-methylhexahydropyridin-4-yl)oxy)pyridin-2-amine CN1CCC(CC1)OC=1C=CC(=NC1)N